C1(CCCCC1)C(C(=O)NC1CCCCC1)N1C(=NC2=C1C=CC=C2)C2=CC1=CC=C(C=C1C=C2)OC 2,N-dicyclohexyl-2-[2-(6-methoxy-naphthalen-2-yl)-benzimidazol-1-yl]-acetamide